ClC1=CC=C2C(=C(NC2=C1)C(=O)O)CN1CCOCC1 6-chloro-3-(morpholinomethyl)-1H-indole-2-carboxylic acid